CS(=O)(=O)NC1=CC=C(C=C1)N1[C@@H]2CN([C@H](C1)C2)C(=O)OC(C)(C)C (1S,4S)-tert-butyl 5-(4-(methylsulfonamido)phenyl)-2,5-diazabicyclo[2.2.1]heptane-2-carboxylate